C1(=CC=CC=C1)[B-](C1=CC=CC=C1)(C1=CC=CC=C1)C1=CC=CC=C1.[NH+]1=CC=CC2=CC=CC=C12 quinolinium tetraphenylborate